FC(C1=NN(C=C1C1=CN=C2N1C=CN=C2NC2=CC(=C(C(=O)N1CCN(CC1)C(=O)[C@H]1NC[C@@H](C1)O)C=C2)CC)CC#C)F (4-(4-((3-(3-(difluoromethyl)-1-(prop-2-yn-1-yl)-1H-pyrazol-4-yl)imidazo[1,2-a]pyrazin-8-yl)amino)-2-ethylbenzoyl)piperazin-1-yl)((2S,4R)-4-hydroxypyrrolidin-2-yl)methanone